C1N(CCC2=CC=CC=C12)C[C@H](CN1CCOC2=C(C1=O)C(=CC(=C2)OC2CCN(CC2)C)F)O 4-[(2R)-3-(3,4-dihydro-1H-isoquinolin-2-yl)-2-hydroxy-propyl]-6-fluoro-8-[(1-methyl-4-piperidinyl)oxy]-2,3-dihydro-1,4-benzoxazepin-5-one